C(C)OCCNC(C1=CC=C(C=C1)C1=NC=CC2=C1C=CN2)=O N-(2-ethoxyethyl)-4-(1H-pyrrolo[3,2-c]pyridin-4-yl)benzamide